(S)-1-benzyl-2-(difluoromethyl)piperazine trifluoroacetate FC(C(=O)O)(F)F.C(C1=CC=CC=C1)N1[C@@H](CNCC1)C(F)F